(S)-1-(2,4-difluorophenyl)ethan-1-amine FC1=C(C=CC(=C1)F)[C@H](C)N